CC1=C(C=C(C=C1)NC(OC(C)(C)C)=O)C(F)(F)F tert-butyl N-[4-methyl-3-(trifluoromethyl)phenyl]carbamate